6-(4-(4-Fluoro-3-methylphenyl)-1,2-dimethyl-1H-imidazol-5-yl)-1-methyl-1H-benzo[d]imidazole FC1=C(C=C(C=C1)C=1N=C(N(C1C=1C=CC2=C(N(C=N2)C)C1)C)C)C